ClC1=C(C=CC(=C1)C=1C=C2C(=CN1)N(N=C2)C2=CC(=C(C=C2)F)O)O 2-Chloro-4-(1-(4-fluoro-3-hydroxyphenyl)-1H-pyrazolo[3,4-c]pyridine-5-yl)phenol